tert-Butyl (1-(4-bromophenyl)-5-oxopyrrolidin-3-yl)carbamate BrC1=CC=C(C=C1)N1CC(CC1=O)NC(OC(C)(C)C)=O